ClC1=C(C=CC=C1)N(C(CN(C)CC1=NC(=C2C(=N1)N(N=C2)C2=C(C=CC=C2)C)O)=O)C N-(2-chlorophenyl)-2-(((4-hydroxy-1-o-tolyl-1H-pyrazolo[3,4-d]pyrimidin-6-yl)methyl)(methyl)amino)-N-methylacetamide